C[C@H]1CN(C[C@@H](O1)C)C1=CC=C(N=N1)NC1=C2C(=NC(=C1)OC=1C(=CC(=NC1)C#N)C)N(C=N2)C 5-[7-[[6-[(2S,6S)-2,6-dimethylmorpholin-4-yl]pyridazin-3-yl]amino]-3-methylimidazo[4,5-b]pyridin-5-yl]oxy-4-methylpyridin-2-carbonitrile